C(CCC)C1CCC(CC1)C1=CC=C(C=C1)C1=C(C=C(C=N1)N)Cl 6-[4-(4-butylcyclohexyl)phenyl]-5-chloro-pyridin-3-amine